FC1=CC=C(COC2CCN(CC2)C2=C(C(N(C3=CC=CC=C23)C)=O)C#N)C=C1 4-{4-[(4-fluorobenzyl)oxy]piperidin-1-yl}-1-methyl-2-oxo-1,2-dihydroquinoline-3-carbonitrile